FC(C1=CC=C2CCN=CC2=C1)F 7-(difluoromethyl)-3,4-dihydroisoquinoline